C(O)N(C(C(=C)C)=O)CO N,N-dimethylolmethacrylamide